C(C)(=O)N1C(CC(C1)F)C(=O)NC(C1=CC=CC=C1)C1=CC(=C(C=C1)C1CC1)F 1-acetyl-N-[(4-cyclopropyl-3-fluorophenyl)(phenyl)methyl]-4-fluoropyrrolidine-2-carboxamide